(1S,3aS,6aR)-N-((S)-1-cyano-2-((R)-2-oxopyrrolidin-3-yl)ethyl)-2-(4-methoxy-1H-indole-2-carbonyl)-5,5-difluorooctahydrocyclopenta[c]pyrrole-1-carboxamide C(#N)[C@H](C[C@@H]1C(NCC1)=O)NC(=O)[C@H]1N(C[C@@H]2[C@H]1CC(C2)(F)F)C(=O)C=2NC1=CC=CC(=C1C2)OC